Cl.NCCN(C(CC=C)=O)CC1=CC(=CC=C1)Cl N-(2-aminoethyl)-N-[(3-chlorophenyl)methyl]but-3-enamide hydrochloride